ClC(Cl)(Cl)OC(C(=O)OC(Cl)(Cl)Cl)=O oxalic acid bis(trichloromethyl) ester